tri(4-t-butylphenyl)phosphine C(C)(C)(C)C1=CC=C(C=C1)P(C1=CC=C(C=C1)C(C)(C)C)C1=CC=C(C=C1)C(C)(C)C